N-(5-chloropyrrolo[1,2-b]pyridazin-3-yl)-1-(1-carbonyl-1,2-dihydroisoquinolin-5-yl)-5-(trifluoromethyl)-1H-pyrazole-4-carboxamide ClC=1C=CN2N=CC(=CC21)NC(=O)C=2C=NN(C2C(F)(F)F)C2=C1C=CNC(C1=CC=C2)=C=O